ClC1=C(C=CC(=C1)OC(C)C)C=1C=CC=C2C=NC(=NC12)NC=1C=CC2=C(CC[C@H](CC2)N2CCCC2)C1 (S)-8-(2-chloro-4-isopropoxyphenyl)-N-(7-(pyrrolidin-1-yl)-6,7,8,9-tetrahydro-5H-benzo[7]annulen-2-yl)quinazolin-2-amine